[N+](=O)([O-])C1=C(C#N)C=CC(=C1)OC1=CC=C(C=C1)C(F)(F)F 2-Nitro-4-(4-(trifluoromethyl)-phenoxy)benzonitrile